BOC format C(=O)OC(=O)OC(C)(C)C